3-(7-((4-((4-(4-chloro-2-fluorophenyl)piperazin-1-yl)methyl)benzyl)oxy)-5-fluoro-3-oxo-1,3-dihydro-2H-indazol-2-yl)piperidine-2,6-dione ClC1=CC(=C(C=C1)N1CCN(CC1)CC1=CC=C(COC=2C=C(C=C3C(N(NC23)C2C(NC(CC2)=O)=O)=O)F)C=C1)F